BrC1=C(C(=CC(=C1)[N+](=O)[O-])Br)O 2,6-Dibromo-4-nitrophenol